Dimethyloctadecadienetetracarboxylic acid CC(C(=C(C(C(=O)O)(C(=O)O)C(=O)O)C(=O)O)C)=CCCCCCCCCCCCCC